(8-Chloroimidazo[1,2-a]pyrazin-3-yl)(2-(3,4-difluorophenyl)-5-fluoropyridin-4-yl)methanone tert-butyl-4-hydroxy-4'-(trifluoromethyl)-[1,4'-bipiperidine]-1'-carboxylate C(C)(C)(C)OC(=O)N1CCC(CC1)(N1CCC(CC1)O)C(F)(F)F.ClC=1C=2N(C=CN1)C(=CN2)C(=O)C2=CC(=NC=C2F)C2=CC(=C(C=C2)F)F